2,4-dichlorobenzoquinazoline ClC1=NC2=C3C(=CC=C2C(=N1)Cl)C=CC=C3